7-(3-(5-(2-hydroxypropan-2-yl)pyridin-3-yl)-7,8-dihydro-1,6-naphthyridin-6(5H)-yl)-8-methyl-4H-pyrimido[1,2-b]pyridazin-4-one OC(C)(C)C=1C=C(C=NC1)C=1C=NC=2CCN(CC2C1)C=1C(=CC=2N(N1)C(C=CN2)=O)C